C(C)OC(=O)C1=NN(C(C1)(C(=O)OCC)C)C1=C(C=C(C=C1)Cl)Cl Diethyl-1-(2,4-dichlorophenyl)-5-methyl-4,5-dihydro-1H-pyrazol-3,5-dicarboxylat